(R)-3-hydroxypent-4-enoic acid O[C@H](CC(=O)O)C=C